(R)-N-(2,6-dimethylpyrimidin-4-yl)-5-[5-(6,9-dioxaspiro[4.4]nonan-8-ylmethoxy)-2-methyl-4-pyridyl]pyrazolo[1,5-a]pyridin-2-amine CC1=NC(=CC(=N1)NC1=NN2C(C=C(C=C2)C2=CC(=NC=C2OC[C@@H]2COC3(CCCC3)O2)C)=C1)C